ClC=1C=NN2C1C=CC(=C2)N2C[C@@H]1[C@H](C2)COC1 (3aR,6aS)-5-(3-chloropyrazolo[1,5-a]pyridin-6-yl)hexahydro-1H-furo[3,4-c]pyrrole